2-(cyclopropylethynyl)-5-fluoropyridine-4-amine C1(CC1)C#CC1=NC=C(C(=C1)N)F